BrC1=C(C=C(C=C1Cl)NC1=NC=C(C(=N1)NC(CC)CC)C)CO 1-[2-bromo-3-chloro-5-[[4-(1-ethylpropylamino)-5-methyl-pyrimidin-2-yl]amino]phenyl]methanol